methyl 1,2-thiazinecarboxylate-1,1-dioxide S1(NC(=CC=C1)C(=O)OC)(=O)=O